COC=1C=C(C=CC1OC)C1=CC=NC=2N1N=C(C2)C(=O)NC2=CC=C(C=C2)OC(C)C 7-(3,4-dimethoxyphenyl)-N-(4-isopropoxyphenyl)pyrazolo[1,5-a]pyrimidine-2-carboxamide